3-{2-[(3S,4S)-3-methyl-4-({4-[(S or R)-methyl(methylimino)oxo-λ6-sulfanyl]phenoxy}methyl)pyrrolidin-1-yl]ethyl}benzonitrile C[C@@H]1CN(C[C@H]1COC1=CC=C(C=C1)[S@](=O)(=NC)C)CCC=1C=C(C#N)C=CC1 |o1:14|